6-(1-(3-(1H-1,2,3-triazol-1-yl)propanoyl)-1,2,5,6-tetrahydropyridin-3-yl)-7-fluoro-4-(4,4,5,5-tetramethyl-1,3,2-dioxaborolan-2-yl)-1H-indole-2-carboxylic acid N1(N=NC=C1)CCC(=O)N1CC(=CCC1)C1=CC(=C2C=C(NC2=C1F)C(=O)O)B1OC(C(O1)(C)C)(C)C